O=C1N(CCC(N1)=O)C1=CN=C2N1C=CC(=C2)C2CCN(CC2)CC2CCC(CC2)N2N=C1C=CC(=CC1=C2)NC(OC(C)(C)C)=O Tert-butyl N-[2-[4-[[4-[3-(2,4-dioxohexahydropyrimidin-1-yl)imidazo[1,2-a]pyridin-7-yl]-1-piperidyl]methyl]cyclohexyl]indazol-5-yl]carbamate